OCC[C@H](C)NC1=C(C=C(C=C1)C1=NNC(OC1)=O)C(F)(F)F 5-[4-{[(2S)-4-hydroxybut-2-yl]amino}-3-(trifluoromethyl)phenyl]-3,6-dihydro-2H-1,3,4-oxadiazin-2-one